3-(4-oxospiro[chromane-2,4'-piperidin]-7-yl)-N-(1-(piperidin-4-yl)-1H-pyrazol-4-yl)-1H-pyrrolo[2,3-b]pyridine-5-carboxamide O=C1CC2(CCNCC2)OC2=CC(=CC=C12)C1=CNC2=NC=C(C=C21)C(=O)NC=2C=NN(C2)C2CCNCC2